C(C1=CC=CC=C1)N(C=1N(C(C(=C(N1)C(=O)O)OCC)=O)C)CC1=CC=CC=C1 2-(dibenzylamino)-5-ethoxy-1-methyl-6-oxo-1,6-dihydropyrimidine-4-carboxylic acid